C1C(CC2=CC=CC=C12)OCC1=C(C=CC(=C1)C1(CC1)C(=O)O)C1=CC(=C(C(=C1)OC)C)OC 1-{2-[(2,3-dihydro-1H-inden-2-yloxy)methyl]-3',5'-dimethoxy-4'-methyl-[1,1'-biphenyl]-4-yl}-cyclopropane-1-carboxylic acid